5-(2-Fluoro-6-methoxyphenyl)-3-(6-(1-methyl-1,2,3,6-tetrahydropyridin-4-yl)pyridin-2-yl)-1-((2-(trimethylsilyl)ethoxy)methyl)-1H-pyrazolo[3,4-c]pyridine FC1=C(C(=CC=C1)OC)C=1C=C2C(=CN1)N(N=C2C2=NC(=CC=C2)C=2CCN(CC2)C)COCC[Si](C)(C)C